CC(=CCC/C(=C/C=C/C(=C/C=C/C(=C/C=C/C=C(\\C)/C=C/C=C(\\C)/C=C/C=C(\\C)/C=C/C=C(C)C)/C)/C)/C)C The molecule is an acyclic carotene having the structure of lycopene with two hydrogen atoms abstracted from the C(3)-C(4) bond to form an extra trans double bond.